2,4-Dimethyl-6-(1-methyl-cyclohexyl)phenol CC1=C(C(=CC(=C1)C)C1(CCCCC1)C)O